racemic-6-methoxy-3-((8-methoxy-2-(6-methoxypyridin-3-yl)-2,3-dihydrobenzo[b][1,4]dioxin-6-yl)methyl)-3H-imidazo[4,5-b]pyridine COC=1C=C2C(=NC1)N(C=N2)CC2=CC1=C(O[C@@H](CO1)C=1C=NC(=CC1)OC)C(=C2)OC |r|